ClC1=C(C=C(C=C1OC)OC)C1=CC2=C(N=C(N=C2)NC=2C=C3CCN(CC3=CC2)CC)N2C1=NN=C2 6-(2-chloro-3,5-dimethoxyphenyl)-N-(2-ethyl-1,2,3,4-tetrahydroisoquinolin-6-yl)-[1,2,4]triazolo[4',3':1,6]pyrido[2,3-d]pyrimidin-2-amine